6-(chloromethyl)-3-cyclopropyl-2-(trifluoromethyl)pyridine ClCC1=CC=C(C(=N1)C(F)(F)F)C1CC1